(R)-4-(2-((1R,3R,4S)-3-benzyl-2-azabicyclo[2.2.1]heptan-2-yl)-6-((4-methoxybenzyl)oxy)pyridin-4-yl)-2-methylmorpholine C(C1=CC=CC=C1)[C@H]1N([C@@H]2CC[C@H]1C2)C2=NC(=CC(=C2)N2C[C@H](OCC2)C)OCC2=CC=C(C=C2)OC